5-fluoro-1-(2-morpholinoethyl)-indoline-2,3-dione FC=1C=C2C(C(N(C2=CC1)CCN1CCOCC1)=O)=O